OC=1C=C(C=C(C1O)[N+](=O)[O-])C(=O)C1=CC=C(C=C1)C (3,4-dihydroxy-5-nitrophenyl)-(4-methylphenyl) ketone